[NH2+]1N=[N+](C2=NC=CC=C21)[O-] 1H-1,2,3-triazolo[4,5-b]pyridinium 3-oxide